OC1=C(C=C(/C=C/C=2C=C(C=C(C2CC=C(C)C)OC)O)C=C1)OC (E)-3-(4-hydroxy-3-methoxystyryl)-5-methoxy-4-(3-methylbut-2-en-1-yl)phenol